C(C1=CC=CC=C1)N1CC(OCC1)CN1CCC(CC1)C=1C=C(N)C=CC1 3-{1-[(4-benzylmorpholin-2-yl)methyl]piperidin-4-yl}aniline